((S)-1-(4-fluorophenyl)-3,4-dihydroisoquinolin-2(1H)-yl)((4aR,7R,8aS)-octahydro-2H-pyrano[3,4-b]pyrazin-7-yl)methanone FC1=CC=C(C=C1)[C@@H]1N(CCC2=CC=CC=C12)C(=O)[C@H]1C[C@H]2[C@@H](NCCN2)CO1